5-[(6-bromopyridin-2-yl)amino]-1-tert-butyl-3-(4-nitrophenyl)-1H-pyrazole-4-carbonitrile BrC1=CC=CC(=N1)NC1=C(C(=NN1C(C)(C)C)C1=CC=C(C=C1)[N+](=O)[O-])C#N